sebacamic acid C(CCCCCCCCC(=O)N)(=O)O